4-(7-Methoxy-1-methyl-β-carbolin-9-yl)-1-trifluoromethylbutylamine COC1=CC=C2C=3C=CN=C(C3N(C2=C1)CCCC(C(F)(F)F)N)C